C(C)(C)(C)OC(=O)C1N(CCNC1)C1=NC(=NC(=C1)NCC1=CC(=C(C(=C1)OC)OC)OC)NC=1SC(=C(N1)C)C(=O)OCC 2-[[4-[tertButyloxycarbonyl-1-piperazinyl]-6-[[(3,4,5-trimethoxyphenyl)methyl]amino]-2-pyrimidinyl]amino]-4-methyl-5-thiazolecarboxylic acid, ethyl ester